C12N(CC(NC1)C2)C=2C(=C(C1=CN(C=C1C2)C2C(NC(CC2)=O)=O)F)F 6-(2,5-diazabicyclo[2.2.1]heptane-2-yl)-2-(2,6-dioxopiperidin-3-yl)-4,5-difluoroisoindol